CN1C(N(C=2C1=CC=1C(=NN=C(C1C2)N[C@H](C)C2=C(C(=CC=C2)C2=NN(C=C2)C)C)C)C)=O 1,3,8-trimethyl-5-[[(1R)-1-[2-methyl-3-(1-methylpyrazol-3-yl)phenyl]ethyl]amino]imidazo[4,5-g]phthalazin-2-one